C(C)(C)(C)C1=C(C2=C(N=CN=C2OC2=C(C=CC=C2OC(F)(F)F)F)S1)C1=CC(=C(C=C1)Cl)Cl 6-tert-butyl-5-(3,4-dichlorophenyl)-4-(2-fluoro-6-(trifluoromethoxy)phenoxy)thieno[2,3-d]pyrimidine